OC=1C(=NC=CC1OC)C(=O)N[C@@H](C)C1=NOC(=N1)C1=CC=C(C=C1)C(F)(F)F (S)-3-hydroxy-4-methoxy-N-(1-(5-(4-(trifluoromethyl)phenyl)-1,2,4-oxadiazol-3-yl)ethyl)picolinamide